Cl.FC(C1=CC=C(C=N1)C(=N)N)(F)F 6-(trifluoromethyl)pyridine-3-amidine HCl